C1(CCCCCC1)NC1=NC(=NC=C1C#N)NCCCN1C(CCCC1)C 4-(cycloheptylamino)-2-(3-(2-methylpiperidin-1-yl)propylamino)pyrimidine-5-carbonitrile